2-(((2-Amino-4-bromo-5-methoxyphenyl)thio)methyl)-2-ethylpentanoic acid NC1=C(C=C(C(=C1)Br)OC)SCC(C(=O)O)(CCC)CC